2-[6-amino-5-[8-[2-[3-(8-methyl-5-oxa-2,8-diazaspiro[3.5]nonan-2-yl)prop-1-ynyl]-4-pyridinyl]-3,8-diazabicyclo[3.2.1]oct-3-yl]pyridazin-3-yl]phenol NC1=C(C=C(N=N1)C1=C(C=CC=C1)O)N1CC2CCC(C1)N2C2=CC(=NC=C2)C#CCN2CC1(C2)OCCN(C1)C